C1(CC1)N(C1=CC(=C(C(=O)OC)C(=C1)F)F)[C@@H](C(F)(F)F)CC methyl (R)-4-(cyclopropyl(1,1,1-trifluorobutan-2-yl)amino)-2,6-difluorobenzoate